Magnesium methylchloride CCl.[Mg]